diphenyl sulfoxid C1(=CC=CC=C1)S(=O)C1=CC=CC=C1